1-(naphthalen-2-yl)-2-(phenylsulfonyl)ethan-1-amine C1=C(C=CC2=CC=CC=C12)C(CS(=O)(=O)C1=CC=CC=C1)N